butyl N-cyclobutyl-N-[(3R)-1-{6-[4-(6-ethylpyridazin-4-yl)-2-(methoxymethoxy)phenyl]pyridazin-3-yl}pyrrolidin-3-yl]carbamate C1(CCC1)N(C(OCCCC)=O)[C@H]1CN(CC1)C=1N=NC(=CC1)C1=C(C=C(C=C1)C1=CN=NC(=C1)CC)OCOC